NC1=CC=C(C=N1)N1CCN(CC1)C=1C=CC(=NC1)CO [5-[4-(6-amino-3-pyridyl)piperazin-1-yl]-2-pyridyl]methanol